tetramethyl-1,3-butylenediamine CN(CCC(C)N(C)C)C